CC1([C@H](C1)C(=O)N1CC2(C1)CN(CC2COCC(=O)O)C(=O)C2=CN=CS2)C 2-((2-((S)-2,2-dimethylcyclopropane-1-carbonyl)-6-(thiazole-5-carbonyl)-2,6-diazaspiro[3.4]octan-8-yl)methoxy)acetic acid